BrC1=CC=CC=C1S(F)(F)(F)(F)F (6-bromophenyl)pentafluoro-λ6-sulfane